COC(=O)C=1C=C2C=CC=CC2=CC1 6-naphthoic acid monomethyl ester